(E)-2-(3,4,5-trimethoxyphenyl)-2-(4,4-bis(4-methoxyphenyl)-1,3-butadienyl)-1,3-dithiane COC=1C=C(C=C(C1OC)OC)C1(SCCCS1)\C=C\C=C(C1=CC=C(C=C1)OC)C1=CC=C(C=C1)OC